(E)-N-(2-(6-methoxy-2-oxo-2,3-dihydro-1,3-benzooxazol-3-yl)ethyl)-3-(2-pyridyl)acrylamide COC1=CC2=C(N(C(O2)=O)CCNC(\C=C\C2=NC=CC=C2)=O)C=C1